(2E,2'E)-2,2'-(1-(1-methyl-1H-pyrrol-2-yl)propane-1,2-diylidene)bis(N-ethylhydrazine-1-carbothioamide) CN1C(=CC=C1)\C(\C(\C)=N\NC(NCC)=S)=N/NC(NCC)=S